FC1(CCN(CC1)C1=NC2=CN=C(C=C2C=C1)C(=O)N)F (4,4-difluoropiperidin-1-yl)-1,7-naphthyridine-6-carboxamide